((6-fluoro-2-(((3S,6S,9aS)-5-oxo-3-(3-(pyridin-3-yl)azetidine-1-carbonyl)octahydro-1H-pyrrolo[1,2-a]azepin-6-yl)carbamoyl)-1H-indol-5-yl)methyl)phosphonic acid FC1=C(C=C2C=C(NC2=C1)C(N[C@H]1CCC[C@@H]2N(C1=O)[C@@H](CC2)C(=O)N2CC(C2)C=2C=NC=CC2)=O)CP(O)(O)=O